O1CCC(CC1)CCN 2-(tetrahydro-2H-pyran-4-yl)ethan-1-amine